Cl.FC=1C(=CC=2C[C@H]3O[C@H](CN[C@H]3C2C1)C)C(F)(F)F (2S,4aS,9aR)-6-fluoro-2-methyl-7-(trifluoromethyl)-2,3,4,4a,9,9a-hexahydroindeno[2,1-b][1,4]oxazine hydrochloride